ClC1=C2C(=NC=C1)C=C(O2)C2=CC(=C(C(=C2)OC)OC)OC 7-chloro-2-(3,4,5-trimethoxyphenyl)furo[3,2-b]pyridine